6-(2-acetamido-4-methylthiazol-5-yl)-2-(1-cyclopropylethyl)-3-oxo-2,3-dihydro-1H-pyrrolo[3,4-c]pyridine-4-carboxamide C(C)(=O)NC=1SC(=C(N1)C)C1=CC2=C(C(=N1)C(=O)N)C(N(C2)C(C)C2CC2)=O